ClC1=C(C=CC=C1Cl)C1=NC=C2N1C=CN=C2N2CCC1(CC2)C(C2=CC=C(C=C2C1)F)N 1'-(3-(2,3-dichlorophenyl)imidazo[1,5-a]pyrazin-8-yl)-5-fluoro-1,3-dihydrospiro[indene-2,4'-piperidine]-1-amine